5-(m-tolyloxy)pyrimidine C1(=CC(=CC=C1)OC=1C=NC=NC1)C